C[GeH](C)C (trimethyl)germane